NC=1C=C(C(=C(C(=O)O)C1)O)O 5-amino-hydroxy-2-hydroxy-benzoic acid